ClC1=C(C(=O)NC2=C3C=NN(C3=CC=C2)C2=CC(=CC=C2)C(F)(F)F)C=C(C=C1)CNC(COC)=O 2-Chloro-5-{[(methoxyacetyl)amino]methyl}-N-{1-[3-(trifluoromethyl)phenyl]-1H-indazol-4-yl}benzamide